ClC=1C=CC(=C(C1)C1=CC(N(C=C1OC)C(C(=O)NC1=CC2=CN(N=C2C=C1)C)CCOC)=O)C1=NOC=C1 2-{4-[5-chloro-2-(1,2-oxazol-3-yl)phenyl]-5-methoxy-2-oxopyridin-1(2H)-yl}-4-methoxy-N-(2-methyl-2H-indazol-5-yl)butanamide